N-tert-Butoxycarbonyl-2-(1-(2-(4,6-dichloro-2-methyl-1H-indol-3-yl)ethyl)-1H-1,2,3-triazol-4-yl)propanamide C(C)(C)(C)OC(=O)NC(C(C)C=1N=NN(C1)CCC1=C(NC2=CC(=CC(=C12)Cl)Cl)C)=O